2-(3'-(5-(3-(dimethylamino)propionyl)-5,6-dihydro-4H-pyrrolo[3,4-d]oxazol-2-yl)-2,2'-dimethyl-[1,1'-biphenyl]-3-yl)-5-formylbenzo[d]oxazole-7-carbonitrile CN(CCC(=O)N1CC=2N=C(OC2C1)C=1C(=C(C=CC1)C1=C(C(=CC=C1)C=1OC2=C(N1)C=C(C=C2C#N)C=O)C)C)C